C(C)(=O)NCC[C@@H]1[C@@H](C1)C(=O)NC=1N=CC2=C(C(=C(C=C2C1)C1=C(C2=C(OCCN2)N=C1)C)F)N cis-2-(2-acetamidoethyl)-N-(8-amino-7-fluoro-6-(8-methyl-2,3-dihydro-1H-pyrido[2,3-b][1,4]oxazin-7-yl)isoquinolin-3-yl)cyclopropane-1-carboxamide